2-methylprop-1-ene potassium [K].CC(=C)C